N-(4-(5-(3-acetamidophenyl)-2-(2-aminopyridin-3-yl)-3H-imidazo[4,5-b]Pyridin-3-yl)benzyl)-3-fluorobenzamide C(C)(=O)NC=1C=C(C=CC1)C1=CC=C2C(=N1)N(C(=N2)C=2C(=NC=CC2)N)C2=CC=C(CNC(C1=CC(=CC=C1)F)=O)C=C2